2-chloro-4-[(5'S,7a'R)-5'-(3,5-difluorophenyl)-3'-oxotetrahydro-1H,3'H-spiro[piperidine-4,2'-pyrrolo[2,1-b][1,3]oxazol]-1-yl]benzonitrile ClC1=C(C#N)C=CC(=C1)N1CCC2(C(N3[C@H](O2)CC[C@H]3C3=CC(=CC(=C3)F)F)=O)CC1